C(C(O)C1=CC=CC=C1)(=O)[O-].[Na+] (+)-sodium mandelic acid salt